3-(5-(((1R,2S)-2-(3-azabicyclo[3.2.1]octan-3-yl)cyclopentyl)oxy)-1-oxoisoindolin-2-yl)piperidine-2,6-dione C12CN(CC(CC1)C2)[C@@H]2[C@@H](CCC2)OC=2C=C1CN(C(C1=CC2)=O)C2C(NC(CC2)=O)=O